[N+](=O)([O-])[O-].[N+](=O)([O-])[O-].[N+](=O)([O-])[O-].C(CCC)[Sn+3]CCCC dibutyl-tin trinitrate